N-(5-Hydroxy-2-(3-methyloxetan-3-yl)-4-(trimethylsilyl)phenyl)-4-oxo-1,4-dihydroquinoline-3-carboxamide OC=1C(=CC(=C(C1)NC(=O)C1=CNC2=CC=CC=C2C1=O)C1(COC1)C)[Si](C)(C)C